C(C)N1CCN(CC1)C1=CC=C(C=N1)C=1C=2N(C=C(C1)C1=CN=C(O1)C)N=CC2C#N 4-(6-(4-ethylpiperazin-1-yl)pyridin-3-yl)-6-(2-methyloxazol-5-yl)pyrazolo[1,5-a]pyridine-3-carbonitrile